CC1=CC=C(C=C1)S(=O)(=O)OC1CC(CC1)C1=CC=CC=C1 3-phenylcyclopentyl 4-methylbenzenesulfonate